6-methoxy-N-(4-methylsulfonylphenyl)-7-vinyl-isoquinolin-1-amine COC=1C=C2C=CN=C(C2=CC1C=C)NC1=CC=C(C=C1)S(=O)(=O)C